C(C)(C)(C)OC(=O)N1C[C@@H](CCCC1)NC(=O)OCC1=CC=CC=C1 (R)-3-(((benzyloxy)carbonyl)amino)azepane-1-carboxylic acid tert-butyl ester